6-(6'-(difluoromethyl)-[2,2'-bipyridin]-3-yl)quinazolin-4-amine FC(C1=CC=CC(=N1)C1=NC=CC=C1C=1C=C2C(=NC=NC2=CC1)N)F